C(C1=CC=CC=C1)OC=1C=C(C(C(=O)Cl)=CC1)C(=O)Cl 4-benzyloxyphthaloyl chloride